2-(phenylazo)-2-naphthol C1(=CC=CC=C1)N=NC1(CC2=CC=CC=C2C=C1)O